bis-aminotrifluorobenzene NC1=CC(=C(C(=C1F)F)F)N